1-(1-(1-(2-fluoroacryloyl)azetidin-3-yl)-3-(4-(trifluoromethyl)phenyl)-1H-pyrazolo[4,3-b]pyridin-7-yl)-1H-pyrrole-3-carboxamide FC(C(=O)N1CC(C1)N1N=C(C2=NC=CC(=C21)N2C=C(C=C2)C(=O)N)C2=CC=C(C=C2)C(F)(F)F)=C